(R)-5-(1-(2,2-difluoroethyl)-1H-benzo[d][1,2,3]triazol-6-yl)-4-methoxy-N-(1,1,1-trifluoropropan-2-yl)-7H-pyrrolo[2,3-d]pyrimidin-2-amine FC(CN1N=NC2=C1C=C(C=C2)C2=CNC=1N=C(N=C(C12)OC)N[C@@H](C(F)(F)F)C)F